Tetraphenylphenoxytungsten C1(=CC=CC=C1)[W](OC1=CC=CC=C1)(C1=CC=CC=C1)(C1=CC=CC=C1)C1=CC=CC=C1